4-(1-benzyl-1H-pyrazol-3-yl)-2-(4-fluorophenyl)-5-nitropyridine C(C1=CC=CC=C1)N1N=C(C=C1)C1=CC(=NC=C1[N+](=O)[O-])C1=CC=C(C=C1)F